1,2,3,4-tetrahydropyrimidine-5-carboxylic acid ethyl ester C(C)OC(=O)C=1CNCNC1